4-xylylenediamine iodide [I-].C1(=CC=C(C=C1)CN)CN